2-(1-(3-chloropyridineformyl)pyrrolidin-3-yl)-5-(2-ethylphenoxy)benzoic acid ClC=1C(=NC=CC1)C(=O)N1CC(CC1)C1=C(C(=O)O)C=C(C=C1)OC1=C(C=CC=C1)CC